C1(=CC=CC=C1)C(C)(C)ON=C(C1=CC=CC=C1)C1=CC=CC=C1 benzophenone O-(2-phenylpropan-2-yl) oxime